OC(C)(C)C1=CC=C(C=C1)CC(=O)N 2-(4-(2-hydroxypropan-2-yl)phenyl)acetamide